COC=1C=C2[C@]3(C(NC2=CC1)=O)[C@@H](C3)C3=CC=C1C(=NNC1=C3)NC3=C(C=CC(=C3)S(=O)(=O)C3CCO3)OC (1r,2s)-5'-methoxy-2-{3-[2-methoxy-5-(oxetane-4-sulfonyl)anilino]-1H-indazol-6-yl}spiro[cyclopropane-1,3'-indol]-2'(1'H)-one